CC=1OC(=CC1C(=O)NC1=NC(=NS1)CC(C)=O)C1=CC(=CC=C1)OC(F)F 2-Methyl-5-(3-(difluoromethoxy)phenyl)-N-(3-(2-oxopropyl)-1,2,4-thiadiazol-5-yl)furan-3-Formamide